4-(2-(4-morpholinophenyl-amino)pyrimidin-4-yl)benzamide O1CCN(CC1)C1=CC=C(C=C1)NC1=NC=CC(=N1)C1=CC=C(C(=O)N)C=C1